4,4-dichloro-N-((1S,2R)-2-(6-fluoro-2,3-dimethylphenyl)-1-(5-oxo-4,5-dihydro-1,3,4-oxadiazol-2-yl)prop-yl)piperidine-1-sulfonamide ClC1(CCN(CC1)S(=O)(=O)N[C@@H]([C@H](C)C1=C(C(=CC=C1F)C)C)C=1OC(NN1)=O)Cl